4-(methylsulfonyl)pyrrolidine-2-carboxamide CS(=O)(=O)C1CC(NC1)C(=O)N